BrC=1C=C2C=C(NC2=CC1OC)CNC(=O)C1(CC1)C N-((5-bromo-6-methoxy-1H-indol-2-yl)methyl)-1-methylcyclopropane-1-carboxamide